dimethyl 3-(benzyloxy)-5-methoxyphthalate C(C1=CC=CC=C1)OC1=C(C(C(=O)OC)=CC(=C1)OC)C(=O)OC